BrC1=CC=C(C=C1)NC(C1=NC(=CC=C1C)C=1C=NC=NC1)=O N-(4-bromophenyl)-3-methyl-6-(pyrimidin-5-yl)picolinamide